(3S,4R)-1-(3,4,5-trimethoxyphenyl)-4-(3-hydroxy-4-methoxyphenyl)-3-(4-bromobutyloxymethyl)azetidin-2-one COC=1C=C(C=C(C1OC)OC)N1C([C@@H]([C@@H]1C1=CC(=C(C=C1)OC)O)COCCCCBr)=O